CC(C)CC/C=C(\\C)/C1=C(C=C(C=C1)CO)O The molecule is a sesquiterpenoid that is phenol substituted by a hydroxymethyl group at position 5 and a (2E)-6-methylhept-2-en-2-yl group at position 2. An Aspergillus metabolite isolated from the sea fan derived fungus Aspergillus sydowii. It has a role as an Aspergillus metabolite. It is a sesquiterpenoid, a member of phenols and a member of benzyl alcohols.